3-((7-(5-chloro-1-(((S)-morpholin-2-yl)methyl)-1H-indol-7-yl)thieno[3,2-b]pyridin-2-yl)methyl)-6,6-dimethyl-3-azabicyclo[3.1.0]hexane-2,4-dione ClC=1C=C2C=CN(C2=C(C1)C1=C2C(=NC=C1)C=C(S2)CN2C(C1C(C1C2=O)(C)C)=O)C[C@@H]2CNCCO2